ClS(=O)(=O)C1=CC=C(N1C)C(=O)OC methyl 5-(chlorosulfonyl)-1-methyl-1H-pyrrole-2-carboxylate